C(C)(=O)C1=CC(=C(C(=O)NCC(=O)OCC)C=C1)C ethyl (4-acetyl-2-methylbenzoyl)glycinate